[Br-].C(CC)N1C(=NC=C1)C 1-propyl-2-methylimidazole bromide salt